FC(C1C(NC2=CC=CC=C2N1)=O)F 3-difluoromethyl-1,4-dihydroquinoxalinone